2,2,3,3,4,4,5,5-octafluorohexane-1,6-diol FC(CO)(C(C(C(CO)(F)F)(F)F)(F)F)F